3-chloropropylethylene oxide ClCCCC1CO1